phenyl (((4aR,6aS,7S)-4a,6a-dimethyl-2-oxo-2,4a,4b,5,6,6a,7,8,9,9a,9b,10,11,11a-tetradecahydro-1H-indeno[5,4-f]quinolin-7-yl)methyl)carbamate C[C@@]12C=CC(NC2CCC2C1CC[C@@]1([C@H](CCC12)CNC(OC1=CC=CC=C1)=O)C)=O